2-[(1-cyano-1-ethylpropyl)azo]-2-methyl-butyronitrile C(#N)C(CC)(CC)N=NC(C#N)(CC)C